1-methylpyridine tetrafluoroborate F[B-](F)(F)F.CN1CC=CC=C1